ethyl (S)-3-(benzyl((R)-1-phenylethyl)amino)-3-(2',5'-dimethoxybiphenyl-3-yl)propanoate C(C1=CC=CC=C1)N([C@@H](CC(=O)OCC)C=1C=C(C=CC1)C1=C(C=CC(=C1)OC)OC)[C@H](C)C1=CC=CC=C1